3-(4-amino-3-fluorophenyl)-7-iodo-1-methyl-1H-pyrazolo[4,3-c]pyridin-4-amine NC1=C(C=C(C=C1)C1=NN(C2=C1C(=NC=C2I)N)C)F